[N+](=O)([O-])C1=CC=C(C=C1)C(O)C1=C(C=CC=C1)C (4-nitrophenyl)(o-tolyl)methanol